Diethyl 1-[2-(4-chloro-3-methylphenyl)-2-oxoethyl]-4-(propan-2-yl)-1H-pyrazole-3,5-dicarboxylate ClC1=C(C=C(C=C1)C(CN1N=C(C(=C1C(=O)OCC)C(C)C)C(=O)OCC)=O)C